CN1C2=NC(=NC(=C2N=C1)N1CC2CCC(C1)N2C(=O)OC(C)(C)C)OCC21CCCN1CCC2 tert-butyl 3-{9-methyl-2-[(tetrahydro-1H-pyrrolizin-7a(5H)-yl)methoxy]-9H-purin-6-yl}-3,8-diazabicyclo[3.2.1]octane-8-carboxylate